N-[6-(6-aminopyrazin-2-yl)-2-methoxy-3-pyridyl]-5-methyl-3-phenyl-isoxazole-4-carboxamide NC1=CN=CC(=N1)C1=CC=C(C(=N1)OC)NC(=O)C=1C(=NOC1C)C1=CC=CC=C1